(R)-2-(4-isopropyl-5-(8-methoxy-[1,2,4]triazolo[1,5-a]pyridin-6-yl)-1H-pyrazol-3-yl)-4-methyl-5-(2-methylpiperazin-1-yl)thiazole C(C)(C)C=1C(=NNC1C=1C=C(C=2N(C1)N=CN2)OC)C=2SC(=C(N2)C)N2[C@@H](CNCC2)C